C1(=CC=CC=C1)C1=NC=NC2=CC=CC=C12 4-Phenylquinazoline